FC1=C2C(C(N(C2=C(C=C1C(F)(F)F)F)CC(=O)OC(C)C)=O)(C)C isopropyl 2-[4,7-difluoro-3,3-dimethyl-2-oxo-5-(trifluoromethyl)indol-1-yl]acetate